1,5-Dimethyl-3-(2-(ethylthio)phenyl)-pyrazol-4-ol CN1N=C(C(=C1C)O)C1=C(C=CC=C1)SCC